C(CCCCC)N[C@@H](CC)C(=O)O N-hexyl-homoalanine